3-trifluoromethyl-1-(3-chloropyridin-2-yl)-N-(1-(phenylcarbamoyl)cyclopropyl)-1H-pyrazole-5-carboxamide FC(C1=NN(C(=C1)C(=O)NC1(CC1)C(NC1=CC=CC=C1)=O)C1=NC=CC=C1Cl)(F)F